FC1=C(C=CC(=C1)F)C1=CC(=C(C=C1)O)C(=O)O 2',4'-difluoro-4-hydroxy-[1,1'-biphenyl]-3-carboxylic acid